C1(CCCCCC1)NC1=N\C(\C(N1C)=O)=C/C=1C=C2C=NC=NC2=CC1 (5Z)-2-(Cycloheptylamino)-3-methyl-5-(quinazolin-6-ylmethylene)imidazol-4-one